(-)-3-Hydroxy-2-(2-methoxyphenyl)-2,3-dihydro-1H-inden-1-one OC1C(C(C2=CC=CC=C12)=O)C1=C(C=CC=C1)OC